FC1CCN(CC1)C1=CC=CC(=N1)S(=O)(=O)NC(=O)C=1C(=NC=CC1)N1C(CC(C1)C)(C)C N-[[6-(4-Fluoro-1-piperidyl)-2-pyridyl]sulfonyl]-2-(2,2,4-trimethylpyrrolidin-1-yl)pyridin-3-carboxamid